tert-butyl(((7-(5-(chlorodifluoromethyl)-1,2,4-oxadiazol-3-yl)imidazo[1,2-a]pyridin-2-yl)methyl)imino)(methyl)-λ6-sulfanone C(C)(C)(C)S(=O)(C)=NCC=1N=C2N(C=CC(=C2)C2=NOC(=N2)C(F)(F)Cl)C1